phosphinite manganese [Mn+2].P[O-].P[O-]